4-fluoro-1-{4-[4-(6-methanesulfonylpyridazin-4-yl)piperazin-1-yl]-4-methylcyclohexyl}-1H-indole FC1=C2C=CN(C2=CC=C1)C1CCC(CC1)(C)N1CCN(CC1)C1=CN=NC(=C1)S(=O)(=O)C